C(C)OC(=O)C1=CN=C(S1)NC(C(C)C=1C=NC=C(C1)C1=NC=C(N=C1)NC(C=C)=O)=O 2-(2-(5-(5-acrylamidopyrazin-2-yl)pyridin-3-yl)propionylamino)thiazole-5-carboxylic acid ethyl ester